(S)-2-(4-acetylpiperazin-1-yl)-3,6-dimethyl-8-(1-(phenylamino)ethyl)quinazolin-4(3H)-one C(C)(=O)N1CCN(CC1)C1=NC2=C(C=C(C=C2C(N1C)=O)C)[C@H](C)NC1=CC=CC=C1